C(CC=CCCO)O 3-hexen-1,6-diol